Chloromethyl-propyl-aluminum ClC[Al]CCC